C(C1=CC=CC=C1)(=O)OC1=C(C=CC=C1)CC(=O)O 2-(2-(benzoyloxy)phenyl)acetic acid